hexafluoro-1-methylpiperidine bromide [Br-].FC1(C(C(N(CC1)C)(F)F)(F)F)F